N-(4-(2-Ethyl-4-oxo-10-(2-oxo-2-((4-(trifluoromethyl)phenyl)amino)ethyl)-4,10-dihydrobenzo[4,5]imidazo[1,2-a]pyrimidin-3-yl)-1-methyl-1H-pyrazol-3-yl)acrylamide C(C)C=1N=C2N(C(C1C=1C(=NN(C1)C)NC(C=C)=O)=O)C1=C(N2CC(NC2=CC=C(C=C2)C(F)(F)F)=O)C=CC=C1